CN1C=2N(CCC1)CCCN2 1,3,4,6,7,8-hexahydro-1-methyl-2H-pyrimido[1,2-A]pyrimidine